4-{[3-(4-{[1-(2,3-dihydroxypropyl)piperidin-4-yl]amino}-1-(2,2,2-trifluoroethyl)-1H-indol-2-yl)prop-2-yn-1-yl]amino}-3-methoxy-N,N-dimethylbenzene-1-sulfonamide OC(CN1CCC(CC1)NC1=C2C=C(N(C2=CC=C1)CC(F)(F)F)C#CCNC1=C(C=C(C=C1)S(=O)(=O)N(C)C)OC)CO